4-methyl-N-(3-phenylprop-2-ynyl)benzenesulfonamide 2-(9-(3-(ethylsulfonamido)propyl)-3,9-diazaspiro[5.5]undecan-3-yl)propane-1,3-diyl bis(2-hexyldecanoate) C(CCCCC)C(C(=O)OCC(COC(C(CCCCCCCC)CCCCCC)=O)N1CCC2(CC1)CCN(CC2)CCCNS(=O)(=O)CC)CCCCCCCC.CC2=CC=C(C=C2)S(=O)(=O)NCC#CC2=CC=CC=C2